7-Bromo-1-methyl-2-oxo-4-{2-[4-(trifluoromethoxy)phenyl]-2,6-diazaspiro[3.4]oct-6-yl}-1,2-dihydro-quinoline-3-carbonitrile BrC1=CC=C2C(=C(C(N(C2=C1)C)=O)C#N)N1CC2(CN(C2)C2=CC=C(C=C2)OC(F)(F)F)CC1